3-Ethoxydihydroxybutanone C(C)OC(C(C(O)O)=O)C